C1(=CC(=CC=C1)C=CC(=O)N1C(OC(C1C1=CC=CC=C1)([2H])[2H])=O)C1=CC=CC=C1 3-(3-([1,1'-biphenyl]-3-yl)acryloyl)-4-phenyloxazolidin-2-one-5,5-d2